CC=CC=CCCC octa-2,4-diene